CN1[C@@H](CCC1)/C=C/C(=O)N[C@@H]1C[C@H](C1)OC1=C2C=NNC2=CC(=C1)C1=CC=C(C=C1)O trans-(2E)-3-[(2S)-1-methylpyrrolidin-2-yl]-N-[3-[(6-(4-hydroxyphenyl)-1H-indazol-4-yl)oxy]cyclobutyl]prop-2-enamide